O-((2R,3R,4S,5R)-5-(4-amino-5-iodo-7H-pyrrolo[2,3-d]pyrimidin-7-yl)-4-fluoro-2-(hydroxymethyl)tetrahydrofuran-3-yl) O-isopropyl carbonothioate C(O[C@@H]1[C@H](O[C@H]([C@H]1F)N1C=C(C2=C1N=CN=C2N)I)CO)(OC(C)C)=S